C(#N)C1=CC=CC=2N=C(OC21)C=2C(=C(C=CC2)C2=C(C(=CC=C2)NC=2N=CC=C1C=C(C=NC21)CN2C[C@@H](CC2)O)C)C 7-cyano-2-(3'-(3-(((R)-3-hydroxypyrrolidin-1-yl)methyl)-1,7-naphthyridin-8-ylamino)-2,2'-dimethylbiphenyl-3-yl)benzo[d]oxazol